5-isopropyl-2-oxo-1,3-dioxolane C(C)(C)C1COC(O1)=O